4-[2-(2-Methoxyphenyl)-2,8-diazaspiro[4.5]dec-8-yl]-1-methyl-2-oxo-1,2-dihydroquinoline-3-carbonitrile COC1=C(C=CC=C1)N1CC2(CC1)CCN(CC2)C2=C(C(N(C1=CC=CC=C21)C)=O)C#N